CC=1C=C(C=C(C1)C)C(C)=O 3',5'-dimethylacetophenone